elaidyl montanate C(CCCCCCCCCCCCCCCCCCCCCCCCCCC)(=O)OCCCCCCCC\C=C\CCCCCCCC